C(C)(C)(C)[Si](C)(C)N1C=CC2=C(C(=CC=C12)F)B1OC(C(O1)(C)C)(C)C tert-butyl-[5-fluoro-4-(4,4,5,5-tetramethyl-1,3,2-dioxaborolan-2-yl)indol-1-yl]-dimethyl-silane